C(C)(C)(C)[Si](C1=CC=CC=C1)(C1=CC=CC=C1)OCCOC1=C(C(=CC=C1)[N+](=O)[O-])Cl tert-butyl(2-(2-chloro-3-nitrophenoxy)ethoxy)diphenylsilane